C1(CCC1)CNC(=O)C(=O)NC1COCCC1=O (cyclobutylmethyl)-N'-(4-oxotetrahydropyran-3-yl)oxamide